BrC=1C(N(C(=CC1OCC1=C(C=C(C=C1)F)F)C)CC=1C=C(CNC(=O)C2(CC2)O)C=CC1)=O N-(3-{[3-bromo-4-[(2,4-difluorobenzyl)oxy]-6-methyl-2-oxopyridin-1(2H)-yl]methyl}benzyl)-1-hydroxycyclopropanecarboxamide